1-(2-oxopyridin-1-thiocarbonyl)pyridin-2-one tert-butyl-(S)-2-(7-chloro-2-(cyclopropanecarbonyl)-1,2,3,4-tetrahydroisoquinolin-5-yl)pyrrolidine-1-carboxylate C(C)(C)(C)OC(=O)N1[C@@H](CCC1)C1=C2CCN(CC2=CC(=C1)Cl)C(=O)C1CC1.O=C1N(C=CC=C1)C(=S)N1C(C=CC=C1)=O